Methyl (2S)-2-((S)-2-((((3-chlorobenzyl)oxy)carbonyl)amino)-3-cyclohexylpropanamido)-5-oxo-5-(3-phenylpiperidin-1-yl)pentanoate ClC=1C=C(COC(=O)N[C@H](C(=O)N[C@H](C(=O)OC)CCC(N2CC(CCC2)C2=CC=CC=C2)=O)CC2CCCCC2)C=CC1